C(#N)CCN1C(CCCCC1)=O N-(2-cyanoethyl)caprolactam